BrC1=CN=C2N1C=C(C=C2C)C(=O)O 3-bromo-8-methyl-imidazo[1,2-a]pyridine-6-carboxylic acid